3-[7-fluoro-1-methyl-6-[1-[(1S)-1-(4-piperidyl)ethyl]-4-piperidyl]indazol-3-yl]piperidine-2,6-dione FC=1C(=CC=C2C(=NN(C12)C)C1C(NC(CC1)=O)=O)C1CCN(CC1)[C@@H](C)C1CCNCC1